S1C=NC2=C1C=C(C=C2)C2=CN=CC1=C2OCCN1C(=O)C1CN(C1)CC1=CC(=CC=C1)F (8-(benzo[d]thiazol-6-yl)-2,3-dihydro-4H-pyrido[4,3-b][1,4]oxazin-4-yl)(1-(3-fluorobenzyl)-azetidin-3-yl)methanone